6-(2,6-dimethylpyridin-4-yl)-3-methyl-2-(4-(piperazin-1-yl)phenyl)-1H-pyrrolo[3,2-b]pyridine CC1=NC(=CC(=C1)C=1C=C2C(=NC1)C(=C(N2)C2=CC=C(C=C2)N2CCNCC2)C)C